[Cl-].[Cl-].[Ti+4].C(C)(C)(C)C1=CC=CC1.C(C)(C)(C)C1=CC=CC1 bis(tert-butylcyclopentadiene) titanium (IV) dichloride